C1(CC1)C1=CC=C(C=C1)[C@H](C)N[S@@](=O)C(C)(C)C (S)-N-[(1S)-1-(4-Cyclopropylphenyl)ethyl]-2-methylpropane-2-sulphinamide